BrC1=C(C=C(C(=N1)C(=O)C(C(CC)=O)N1CCN(CC1)C(=O)OC(C)(C)C)NCC1=CC=C(C=C1)OC)F Tert-butyl 4-[1-[6-bromo-5-fluoro-3-[(4-methoxyphenyl)methylamino]pyridine-2-carbonyl]-2-oxobutyl]piperazine-1-carboxylate